N1=NC(=CC=C1)N1C[C@H](CCC1)NC(OC(C)(C)C)=O tert-Butyl N-[(3S)-1-(pyridazin-3-yl)piperidin-3-yl]carbamate